ClC1=C(C=NC(=C1)O[C@@H]1[C@H](C[C@H](CC1)C1=CC(=CC=C1)C(F)(F)F)N(C)C)S(=O)(=O)NC1=NC=NC=C1 4-chloro-6-(((1S,2S,4S)-2-(dimethylamino)-4-(3-(trifluoromethyl)phenyl)-cyclohexyl)oxy)-N-(pyrimidin-4-yl)pyridine-3-sulfonamide